C(C)(=O)C1=NC(=NC=C1)C 4-Acetyl-2-methylpyrimidine